C1(CCCCC1)[C@@H](C(=O)NC=1C=C2CC(CC2=CC1)(N1C(NC(C1)CCC)=O)C(NC)=O)NC(=O)C1=CC=NN1C N-((1S)-1-cyclohexyl-2-((2-(methylcarbamoyl)-2-(2-oxo-4-propylimidazolidin-1-yl)-2,3-dihydro-1H-inden-5-yl)amino)-2-oxoethyl)-1-methyl-1H-pyrazole-5-carboxamide